(E)-2-((4-(2-(4-((5-cyclopropyl-3-(3,5-dichloropyridin-4-yl)isoxazol-4-yl)methoxy)bicyclo[2.2.2]octan-1-yl)vinyl)pyridin-2-yl)oxy)acetic acid C1(CC1)C1=C(C(=NO1)C1=C(C=NC=C1Cl)Cl)COC12CCC(CC1)(CC2)/C=C/C2=CC(=NC=C2)OCC(=O)O